(2R,3R,4R,5R)-hexane-1,2,3,4,5,6-hexol C([C@H]([C@H]([C@@H]([C@@H](CO)O)O)O)O)O